O=C1N(C(C2=CC=CC=C12)=O)C[C@H]1N(CCC2=CC=CC(=C12)OCCCC(=O)NC)C(=O)[C@H]1[C@H](CCCC1)C(=O)NC (1S,2r)-2-((S)-1-((1,3-dioxoisoindolin-2-yl)methyl)-8-(4-(methylamino)-4-oxobutoxy)-1,2,3,4-tetrahydroisoquinoline-2-carbonyl)-N-methylcyclohexane-1-carboxamide